(3-(4-(7-bromoquinoxalin-2-yl)-1H-pyrazol-1-yl)cyclobutyl)methanol BrC1=CC=C2N=CC(=NC2=C1)C=1C=NN(C1)C1CC(C1)CO